4-(3-(6-(3,5-dimethyl-1H-pyrazol-1-yl)-2-(5-methylfuran-2-yl)pyrimidin-4-yl)ureido)-N-hydroxybutyramide CC1=NN(C(=C1)C)C1=CC(=NC(=N1)C=1OC(=CC1)C)NC(NCCCC(=O)NO)=O